C(CCCCC(=O)O)(=O)O.OCC(C)(CO)C neopentyl glycol e-adipate